dimethanol cyclohexyl-terephthalate C1(CCCCC1)C1=C(C(=O)O)C=CC(=C1)C(=O)O.CO.CO